C12OCC3CC3CCCC2CC1 oxatricyclo[8.2.0.04,6]dodecane